methyl (1S,2S)-2-((4-(1-methyl-5-(((2-(trimethylsilyl)ethoxy)carbonyl)amino)-1H-1,2,3-triazol-4-yl)phenyl)carbamoyl)cyclohexane-1-carboxylate CN1N=NC(=C1NC(=O)OCC[Si](C)(C)C)C1=CC=C(C=C1)NC(=O)[C@@H]1[C@H](CCCC1)C(=O)OC